ClC=1C=NC(=NC1)N1CCC(CC1)CCCOC1=CC(=C(C=C1)CC(=O)N1C[C@H]2N(CC[C@H]2C1)C[C@@H]([C@H]([C@@H]([C@@H](CO)O)O)O)O)F 2-(4-(3-(1-(5-chloropyrimidin-2-yl)piperidin-4-yl)propoxy)-2-fluorophenyl)-1-((3aS,6aS)-1-((2S,3R,4R,5R)-2,3,4,5,6-pentahydroxyhexyl)hexahydropyrrolo[3,4-b]pyrrol-5(1H)-yl)ethan-1-one